BrC1=C(C=C(C=C1C)I)C 2-bromo-1,3-dimethyl-5-iodobenzene